2-methacryloxy-4-oxatricyclo[4.2.1.03,7]nonane-5-one C(C(=C)C)(=O)OC1C2CC3C(C(OC13)=O)C2